C(C)C(CO)(CCC)C 2-ethyl-2-methyl-pentan-1-ol